(S)-3-(2-bromophenyl)-2-((R)-1-(tert-butoxycarbonyl)pyrrolidin-3-yl)propionic acid BrC1=C(C=CC=C1)C[C@H](C(=O)O)[C@@H]1CN(CC1)C(=O)OC(C)(C)C